3-[(R)-(3-bromophenyl)(cyclobutyl)methyl]-4-methyl-1,2,4-triazole BrC=1C=C(C=CC1)[C@H](C1=NN=CN1C)C1CCC1